COC=1N=C2C(=CC=NC2=CC1OC)OC1=CC(=C(N)C=C1)F 4-((6,7-dimethoxy-1,5-naphthyridin-4-yl)oxy)-2-fluoroaniline